O=C1NC(CCC1N1C(C2=CC=C(C=C2C1=O)NS(=O)(=O)C1=C(C=CC=C1)OC(F)(F)F)=O)=O N-(2-(2,6-dioxo-piperidin-3-yl)-1,3-dioxoisoindolin-5-yl)-2-(trifluoro-methoxy)benzene-sulfonamide